C(#N)N1C2C(CC1CC2)NC(=O)C=2C=C1CCN(C1=CC2)C2=NC=CC(=N2)C endo-N-(7-cyano-7-azabicyclo[2.2.1]heptan-2-yl)-1-(4-methyl-2-pyrimidinyl)-2,3-dihydro-1H-indole-5-carboxamide